DIISOPROPYLAMINOSILANE C(C)(C)N(C(C)C)[SiH3]